ferrous bis(diethyl-phosphinate) C(C)P([O-])(=O)CC.C(C)P([O-])(=O)CC.[Fe+2]